C(C(=O)O)(=O)O.CN1CCN(CC1)C1=CC=C(C(=O)NC2=NNC3=CC(=CC=C23)OCCOCC2=CC=C(C=C2)C(F)(F)F)C=C1.CN1CCN(CC1)C1=CC=C(C(=O)NC2=NNC3=CC(=CC=C23)OCCOCC2=CC=C(C=C2)C(F)(F)F)C=C1 4-(4-methyl-piperazin-1-yl)-N-{6-[2-(4-trifluoromethyl-benzyloxy)-ethoxy]-1H-indazol-3-yl}-benzamide hemioxalate